ClC(C)C1=CC=C(C=C1)C 1-(1-chloroethyl)-4-methylbenzene